OC1=CC=C(C=C1)N=NC1=CC=C(C=C1)N(C)C 4-hydroxy-4'-dimethylaminoazobenzene